C1(CC1)C=1C=C(C=CC1C1CCN(CC1)CC1=CC(=CC=C1)C1=CC=2C(=C(N=NC2N[C@H](C)C2=C(C(=CC=C2)C(F)F)F)C)C=N1)[C@@]1(C(NC(CC1)=O)=O)C (R)-3-(3-Cyclopropyl-4-(1-(3-(1-(((R)-1-(3-(difluoromethyl)-2-fluorophenyl)-ethyl)amino)-4-methylpyrido[3,4-d]pyridazin-7-yl)benzyl)piperidin-4-yl)phenyl)-3-methyl-piperidine-2,6-dione